NC[C@H](C)N(C([C@@H](CC(=O)OC(C)(C)C)CC1=C(C(=CC(=C1F)F)F)F)=O)C tert-butyl (R)-4-(((S)-1-aminopropan-2-yl)(methyl)amino)-4-oxo-3-(2,3,5,6-tetrafluorobenzyl)butanoate